ClC1=CC(=C(C=C1)C(CCCCC)O)C1=NN=NN1 1-(4-Chloro-2-(1H-tetrazol-5-yl)phenyl)hexan-1-ol